4-(4-Bromo-2-methyl-phenyl)sulfonyl-3,5-dimethyl-2,3-dihydro-1H-quinoxaline BrC1=CC(=C(C=C1)S(=O)(=O)N1C(CNC2=CC=CC(=C12)C)C)C